(Z)-2-(5-Fluoro-1-(3-((4-fluorophenyl)sulfinyl)benzylidene)-2-methyl-1H-inden-3-yl)acetic acid FC=1C=C2C(=C(/C(/C2=CC1)=C/C1=CC(=CC=C1)S(=O)C1=CC=C(C=C1)F)C)CC(=O)O